N1(CCCCCC1)CC1=CC=C(C=C1)CCC#CC1=C2C(N(C(=NC2=CC=C1)C)C1C(NC(CC1)=O)=O)=O 3-(5-(4-(4-(azepan-1-ylmethyl)phenyl)but-1-yn-1-yl)-2-methyl-4-oxoquinazolin-3(4H)-yl)piperidine-2,6-dione